tert-butyl 4-[6-chloro-2-[(1R)-2,2-dimethoxy-1-methyl-ethoxy]-8-fluoro-7-(3-hydroxy-1-naphthyl)quinazolin-4-yl]piperazine-1-carboxylate ClC=1C=C2C(=NC(=NC2=C(C1C1=CC(=CC2=CC=CC=C12)O)F)O[C@@H](C(OC)OC)C)N1CCN(CC1)C(=O)OC(C)(C)C